3-(6-fluoro-1-oxoisoindolin-2-yl)piperidine-2,6-dione FC1=CC=C2CN(C(C2=C1)=O)C1C(NC(CC1)=O)=O